ClC=1C=NC(=NC1)[C@@H]([C@@H](C)S(=O)(=O)NC1=NN=C(N1C1=C(C=CC=C1OC)OC)C=1C=NC=C(C1)C)OC (1s,2r)-1-(5-chloro-2-pyrimidinyl)-N-(4-(2,6-dimethoxyphenyl)-5-(5-methyl-3-pyridinyl)-4H-1,2,4-triazol-3-yl)-1-methoxy-2-propanesulfonamide